3-[[1,3-Benzodioxol-5-ylmethyl-[2-(hydroxy-amino)-2-oxo-ethyl]amino]-methyl]benzoic acid O1COC2=C1C=CC(=C2)CN(CC(=O)NO)CC=2C=C(C(=O)O)C=CC2